OC=1C=C(CC2C(N(C(N(C2=O)C)=O)C)=O)C=CC1O 5-(3,4-Dihydroxybenzyl)-1,3-dimethylpyrimidine-2,4,6(1H,3H,5H)-trione